CC1=C(OCCCC=2C(=NC(=NC2)N)N)C=CC=C1 [3-(2-methylphenoxy)propyl]pyrimidine-2,4-diamine